benzyl bicyclo[2.2.1]-5-heptene-2-formate C12C(CC(C=C1)C2)C(=O)OCC2=CC=CC=C2